ClC=1C(=NC=CC1NC=1C(=C(CNC[C@@H]2CCC(N2)=O)C=CC1)F)C1=C(C(=CC=C1)C1=NC(=C(C=C1)CNC[C@H]1NC(CC1)=O)OC)Cl (S)-5-(((3-((3-chloro-2-(2-chloro-3-(6-methoxy-5-(((((S)-5-oxopyrrolidin-2-yl)methyl)amino)methyl)pyridin-2-yl)phenyl)pyridin-4-yl)amino)-2-fluorobenzyl)amino)methyl)pyrrolidin-2-one